(5s,6s,10bs)-6,9-difluoro-5-methyl-1,5,6,10b-tetrahydropyrrolo[2,1-a]isoquinolin-3(2H)-one F[C@@H]1[C@@H](N2[C@H](C3=CC(=CC=C13)F)CCC2=O)C